ClC1=CC=C(C(=N1)C(=O)NS(=O)(=O)C)N[C@H](C)C=1C=C(C=C2C(N(C(=NC12)N1CC2=CC=C(C=C2C1)F)C)=O)C (R)-6-chloro-3-((1-(2-(5-fluoroisoindolin-2-yl)-3,6-dimethyl-4-oxo-3,4-dihydroquinazolin-8-yl)ethyl)amino)-N-(methylsulfonyl)picolinamide